4-[(E)-3-(4-Hydroxy-3-methoxyphenyl)prop-2-enoyl]-N,N-dimethylbenzenesulfonamide OC1=C(C=C(C=C1)/C=C/C(=O)C1=CC=C(C=C1)S(=O)(=O)N(C)C)OC